C(C)(C)(C)OC(=O)N[C@H](C(=O)[O-])CCC(CC(=O)[O-])=O (2S)-2-[(tert-butoxycarbonyl) amino]-5-oxopimelate